1,1-dimethoxy-5-(methoxymethoxy)-2-pentyne COC(C#CCCOCOC)OC